9-isopropoxycarbonyltetracyclo[6.2.1.13,6.02,7]Dodeca-4-ene C(C)(C)OC(=O)C1C2C3C4C=CC(C3C(C1)C2)C4